C(C)(C)(C)P(C=1N(C2=CC=CC=C2C1)C1=CC=CC=C1)C(C)(C)C 2-(Di-tert-butyl-phosphino)-1-phenylindole